N'-(pyridin-2-yl)acrylohydrazide N1=C(C=CC=C1)NNC(C=C)=O